C(C)CP(C)(C=1C=NC(=CC1)Cl)=S ethyl(6-chloropyridin-3-yl)dimethylphosphine sulfide